C(CCCCCCCC)N(CCNCCCCCCCCN)CCCCCCCCC N1-(2-(dinonylamino)ethyl)octane-1,8-diamine